C(C)C1=CC=C(C=C1)C=1N=CN(C1)[C@H](CNC)C (S)-2-(4-(4-ethylphenyl)-1H-imidazol-1-yl)-N-methylpropan-1-amine